(S)-1-(3'-(2-(3-aminopyrrolidin-1-yl)-6-methylpyridin-4-yl)-3-chloro-2'-hydroxy-5'-methyl-[1,1'-biphenyl]-4-yl)-3-methyl-1H-imidazol-2(3H)-one N[C@@H]1CN(CC1)C1=NC(=CC(=C1)C=1C(=C(C=C(C1)C)C1=CC(=C(C=C1)N1C(N(C=C1)C)=O)Cl)O)C